5-[1,2]Dithiolan-3-yl-pentanoic acid (5-[1,2]dithiolan-3-yl-pentanoyl-amide) S1SC(CC1)CCCCC(=O)NC(CCCCC1SSCC1)=O